4-((1-(4-(2-(2-aminopyridin-3-yl)-5-(5-methoxypyrazin-2-yl)-3H-imidazo[4,5-b]pyridin-3-yl)benzyl)piperidin-4-yl)amino)pyrimidine-2-carbonitrile NC1=NC=CC=C1C1=NC=2C(=NC(=CC2)C2=NC=C(N=C2)OC)N1C1=CC=C(CN2CCC(CC2)NC2=NC(=NC=C2)C#N)C=C1